methyl 2-(2-bromophenyl)-2-hydroxy-2-thiophen-2-ylacetate BrC1=C(C=CC=C1)C(C(=O)OC)(C=1SC=CC1)O